[4-(6-Amino-pyridazin-3-yl)-piperidin-1-yl]-(3'-chloro-biphenyl-4-yl)-methanone NC1=CC=C(N=N1)C1CCN(CC1)C(=O)C1=CC=C(C=C1)C1=CC(=CC=C1)Cl